COC(C1=CC=C(C=C1)N1N=C(C(=C1)[N+](=O)[O-])C#CCO)=O.C1(=CC=CC=C1)P(C1=C(OC2=C(C=CC=C2)P(C2=CC=CC=C2)C2=CC=CC=C2)C=CC=C1)C1=CC=CC=C1 {2-[2-(diphenylphosphanyl)phenoxy]phenyl}diphenylphosphane Methyl-4-(3-(3-hydroxyprop-1-yn-1-yl)-4-nitro-1H-pyrazol-1-yl)benzoate